FC=1C(=C(C=CC1)NC1=C(NC2=C1C(NCC2)=O)C2=C(C=NC=C2)OCC=2N1C(=NN2)CCC1)OC 3-[(3-fluoro-2-methoxyphenyl)amino]-2-(3-[5H,6H,7H-pyrrolo[2,1-c][1,2,4]triazol-3-ylmethoxy]pyridin-4-yl)-1H,5H,6H,7H-pyrrolo[3,2-c]pyridin-4-one